(R)-3-(4-methyl-6-((1-methylpiperidin-3-yl)amino)pyridazin-3-yl)-6-(trifluoromethyl)benzene-1,2-diamine CC1=C(N=NC(=C1)N[C@H]1CN(CCC1)C)C1=C(C(=C(C=C1)C(F)(F)F)N)N